methoxycarbonyl (E,2S)-7-(dimethylamino)-2-(methoxycarbonylamino)-7-oxo-hept-5-enoate CN(C(/C=C/CC[C@@H](C(=O)OC(=O)OC)NC(=O)OC)=O)C